14-azido-3,6,9,12-tetraoxatetradecane N(=[N+]=[N-])CCOCCOCCOCCOCC